FC=1C(=CC2=CN(N=C2C1)C1CCC(CC1)C=O)NC(=O)C=1C=NN2C1N=CC=C2 N-[6-fluoro-2-(4-formylcyclohexyl)indazol-5-yl]pyrazolo[1,5-a]pyrimidine-3-carboxamide